3,3'-[1,4,7-triazacyclononane-1,4-diylbis(methylene)]bis[N-(1,2-dihydroxyethyl)-2-hydroxy-5-methylbenzamide] N1(CCN(CCNCC1)CC=1C(=C(C(=O)NC(CO)O)C=C(C1)C)O)CC=1C(=C(C(=O)NC(CO)O)C=C(C1)C)O